2-((2-((4-methoxyphenyl)amino)quinazolin-4-yl)amino)ethan-1-ol COC1=CC=C(C=C1)NC1=NC2=CC=CC=C2C(=N1)NCCO